2,5-di-toluidinoterephthalic acid C1(=CC=C(C=C1)NC1=C(C(=O)O)C=C(C(=C1)C(=O)O)NC1=CC=C(C=C1)C)C